FC1=CC(=CC2=C1C(N(S2)C2=CC=C(C=C2)F)=O)[N+](=O)[O-] 4-fluoro-2-(4-fluorophenyl)-6-nitro-1,2-benzothiazol-3-one